(6-chloro-2,3-dihydrobenzofuran-2-yl)methanol ClC1=CC2=C(CC(O2)CO)C=C1